NC=1N=CN(C(C1C(=O)NC=1C=C(C=NC1)[C@@H](C)N(C(OC(C)(C)C)=O)C)=O)C1=C(C=C(C=C1Cl)OC1CC1)Cl tert-butyl (R)-(1-(5-(4-amino-1-(2,6-dichloro-4-cyclopropoxyphenyl)-6-oxo-1,6-dihydropyrimidine-5-carboxamido)pyridin-3-yl)ethyl)(methyl)carbamate